C(C1=CC=CC=C1)OC1=CC=C(OCCOCCNC2CNCC2)C=C1 N-(2-(2-(4-(benzyloxy)phenoxy)ethoxy)ethyl)-3-pyrrolidinamine